(2-propenoxy)-1,2-benzisothiazole-1,1-dioxide C(C=C)OC1=NS(C2=C1C=CC=C2)(=O)=O